N-(3-(4,4-Difluoropiperidin-1-yl)-5-methylphenyl)-7-(methylsulfonyl)-5-(6-azaspiro[2.5]octan-6-yl)quinazolin-4-amine FC1(CCN(CC1)C=1C=C(C=C(C1)C)NC1=NC=NC2=CC(=CC(=C12)N1CCC2(CC2)CC1)S(=O)(=O)C)F